FC(C=1C=C(OC(CO)CCO)C=CC1)(F)F 2-[3-(Trifluoromethyl)phenoxy]butane-1,4-diol